2-Aminoadipate NC(C(=O)[O-])CCCC(=O)[O-]